C1(CC1)C1=NC=C(C=C1NC(C1=NC(=CC=C1)C=1C=NN(C1)CC(F)(F)F)=O)N1CC2(CC2)CC1=O N-(2-cyclopropyl-5-(6-oxo-5-azaspiro[2.4]heptan-5-yl)pyridin-3-yl)-6-(1-(2,2,2-trifluoroethyl)-1H-pyrazol-4-yl)picolinamide